O=C1N(CCC(N1)=O)C1=NN(C2=CC(=C(C=C12)F)C1C(CN(CC1)C(=O)OC(C)(C)C)(F)F)C tert-butyl 4-[3-(2,4-dioxohexahydropyrimidin-1-yl)-5-fluoro-1-methyl-indazol-6-yl]-3,3-difluoro-piperidine-1-carboxylate